8-phenyl-1,3-dipropylxanthine C1(=CC=CC=C1)C1=NC=2N(C(N(C(C2N1)=O)CCC)=O)CCC